3,5-diamino-N-(N'-benzylcarbamimidoyl)-6-chloropyrazine-2-carboxamide NC=1C(=NC(=C(N1)N)Cl)C(=O)NC(N)=NCC1=CC=CC=C1